N-(2-((5-cyano-4-(cyclohexylamino)pyrimidin-2-yl)amino)-5-(4-ethylpiperazin-1-yl)-3-methylphenyl)acrylamide C(#N)C=1C(=NC(=NC1)NC1=C(C=C(C=C1C)N1CCN(CC1)CC)NC(C=C)=O)NC1CCCCC1